5-(8-((1-(benzo[4,5]imidazo[1,2-a]pyrimidin-2-yl)piperidin-4-yl)methyl)-3,8-diazabicyclo[3.2.1]octan-3-yl)-2-(2,4-dioxotetrahydropyrimidine-1(2H)-yl)isoindoline-1,3-dione N=1C=2N(C=CC1N1CCC(CC1)CN1C3CN(CC1CC3)C=3C=C1C(N(C(C1=CC3)=O)N3C(NC(CC3)=O)=O)=O)C3=C(N2)C=CC=C3